FC(C=1N(C(SC=CC1)=C=O)C=1N=C2N(CCOC3=C2C=CC(=C3F)N[C@H](C(=O)N)C)C1)F (S)-2-((2-((S)-4-(difluoromethyl)-2-carbonyl-1,3-thiazepin-3-yl)-8-fluoro-5,6-dihydrobenzo[f]imidazo[1,2-d][1,4]oxazepin-9-yl)amino)propanamide